FC1CCN(CCC1)CC(=O)NC=1C=C(C(=NC1)C)NC(=O)C=1C=C2C(=NC1)NC(=C2)C=2C=NN(C2)C N-(5-(2-(4-fluoroazepan-1-yl)acetamido)-2-methylpyridin-3-yl)-2-(1-methyl-1H-pyrazol-4-yl)-1H-pyrrolo[2,3-b]pyridine-5-carboxamide